C(C1=CC=CC=C1)C=1C(=NC=C(N1)Br)N\C(\C(=O)OC(C)(C)C)=C/C1=CC(=CC=C1)COC Tert-butyl (Z)-2-((3-benzyl-5-bromopyrazin-2-yl)amino)-3-(3-(methoxymethyl)phenyl)acrylate